2-phenyl-3,3-bis(4-cyanooxyphenyl)benzo[C]pyrrolidone C1(=CC=CC=C1)N1C(C2=C(C1(C1=CC=C(C=C1)OC#N)C1=CC=C(C=C1)OC#N)C=CC=C2)=O